CS[C@@H](C(=O)N1[C@H](CCCC1)C=1NC(=CN1)C1=CC=C(C=C1)C)C (R)-2-(methylsulfanyl)-1-((R)-2-(5-(p-tolyl)imidazol-2-yl)piperidin-1-yl)propan-1-one